C(#N)C=1C=C(C(=O)OC)C=CC1COC1=NN2C(C3=CC=CC=C13)=NN=C2C2=NOC(=C2)C Methyl 3-cyano-4-(((3-(5-methylisoxazol-3-yl)-[1,2,4]triazolo[3,4-a]phthalazin-6-yl)oxy)methyl)benzoate